FCCCC1=CC=C(C=C1)B(O)O [4-(3-Fluoropropyl)phenyl]boronic acid